bromoformamidine BrC(=N)N